NCCC1=CC=C(C=C1)OB(O)O 4-(2-aminoethyl)phenylboric acid